tert-Butyl 4-(4-(2-(2-aminopyridin-3-yl)-5-(3-chlorophenyl)-3H-imidazo[4,5-b]pyridin-3-yl)benzyl)piperazine-1-carboxylate NC1=NC=CC=C1C1=NC=2C(=NC(=CC2)C2=CC(=CC=C2)Cl)N1C1=CC=C(CN2CCN(CC2)C(=O)OC(C)(C)C)C=C1